4-FORMYL-1-[3-(TRIFLUOROMETHYL)PHENYL]-1H-PYRAZOLE-3-CARBOXYLIC ACID C(=O)C=1C(=NN(C1)C1=CC(=CC=C1)C(F)(F)F)C(=O)O